BrC1=CC=C2C(=NN(C2=C1)C1OCCCC1)I 6-bromo-3-iodo-1-(tetrahydro-2H-pyran-2-yl)-1H-indazole